(1-(1H-indol-3-yl)hex-2-yl)-5-(4-methylpiperazin-1-yl)-1,3,4-thiadiazole-2-carboxamide N1C=C(C2=CC=CC=C12)CC(CCCC)NC(=O)C=1SC(=NN1)N1CCN(CC1)C